O=S1(CC(C1)C1=CC=C(C=C1)NC(OC(C)(C)C)=O)=O tert-butyl (4-(1,1-dioxidothietan-3-yl)phenyl)carbamate